N-[(1R)-1-cyclohexylethyl]-3-nitro-quinolin-4-amine C1(CCCCC1)[C@@H](C)NC1=C(C=NC2=CC=CC=C12)[N+](=O)[O-]